5-(dimethylphosphoryl)-2-(prop-2-yn-1-yloxy)benzamide CP(=O)(C)C=1C=CC(=C(C(=O)N)C1)OCC#C